C(C)(C)(C)P(C1=C(C=CC=C1)C1=C(C=C(C=C1C(C)C)C(C)C)C(C)C)C(C)(C)C.[Pd] palladium ditert-butyl-[2-(2,4,6-triisopropylphenyl)phenyl]phosphane